CC[C@@H]1CO1 (R)-(+)-butylene oxide